4-(3-Methoxy-5-(1H-pyrazol-1-yl)phenoxy)quinoline-6-carboxamide COC=1C=C(OC2=CC=NC3=CC=C(C=C23)C(=O)N)C=C(C1)N1N=CC=C1